7-chloro-5-((4-cyclopentyl-3-(trifluoromethyl)benzyl)oxy)-1H-indole ClC=1C=C(C=C2C=CNC12)OCC1=CC(=C(C=C1)C1CCCC1)C(F)(F)F